C[C@@H]1O[C@@H](CN(C1)CC1=C(N=CS1)C1=NC=CC=C1)C 5-(((2S,6R)-2,6-dimethylmorpholino)methyl)-4-(pyridin-2-yl)thiazol